COCCOCOCCC1=CC=CC=C1 2-(((2-methoxyethoxy)methoxy)ethyl)benzene